N,N,4-trimethylisoindoline-2-carboxamide CN(C(=O)N1CC2=CC=CC(=C2C1)C)C